NC(CCC(=O)OCC)=O ethyl 4-amino-4-oxobutanoate